FC1=C2CN(C(C2=C(C=C1C1CCN(CC1)C1CC(C1)OC1CCNCC1)C)=O)C1C(NC(CC1)=O)=O 3-(4-fluoro-7-methyl-1-oxo-5-{1-[(1r,3r)-3-(piperidin-4-yloxy)cyclobutyl]piperidin-4-yl}-3H-isoindol-2-yl)piperidine-2,6-dione